N[C@@H]([C@H](O)C)C(=O)O |r| DL-threonine